CN([C@@H]1CC[C@H](CC1)C(=O)NC=1N=CC2=CC=C(C=C2C1)C=1SC(=NN1)C)C trans-4-(dimethylamino)-N-(6-(5-methyl-1,3,4-thiadiazol-2-yl)isoquinolin-3-yl)cyclohexane-1-carboxamide